8-(thiophen-2-yl)-1,2,3,4-tetrahydrodibenzo[b,d]furan-4-amine S1C(=CC=C1)C=1C=CC2=C(C3=C(O2)C(CCC3)N)C1